6-chloro-3-(piperazin-1-yl)benzo[d]isothiazole ClC1=CC2=C(C(=NS2)N2CCNCC2)C=C1